O.O.O.O.C1(=CC=CC=2C(=CC=CC12)S(=O)(=O)O)S(=O)(=O)O naphthalene-1,5-disulfonate tetrahydrate